dimethoxy-acryloxymethyl-silane CO[SiH](COC(C=C)=O)OC